trans-N1-(2-(((R)-1-(4-Chloro-2-fluorophenyl)pyrrolidin-3-yl)(methyl)amino)cyclohexyl)-N4,N4-dimethylbenzene-1,4-disulfonamide ClC1=CC(=C(C=C1)N1C[C@@H](CC1)N([C@H]1[C@@H](CCCC1)NS(=O)(=O)C1=CC=C(C=C1)S(=O)(=O)N(C)C)C)F